2'-amino-5'-(6-((4-aminopyridin-2-yl)amino)pyrimidin-4-yl)-N,N-dimethyl-[2,3'-bipyridine]-5-carboxamide NC1=NC=C(C=C1C1=NC=C(C=C1)C(=O)N(C)C)C1=NC=NC(=C1)NC1=NC=CC(=C1)N